C1(CC1)NC(=O)C=1C=CC(=C(C1)C=1C=NC(=C(C(=O)NCC)C1)NC(CO)(C)C)C 5-(5-(cyclopropylcarbamoyl)-2-methylphenyl)-N-ethyl-2-((1-hydroxy-2-methylpropan-2-yl)amino)nicotinamide